2-(4-fluoronaphthalen-1-yl)ethan-1-amine FC1=CC=C(C2=CC=CC=C12)CCN